(S)-3-(5-(4-((1-(4-((1R,2S,4R)-6-hydroxy-4-methyl-2-phenyl-1,2,3,4-tetrahydronaphthalen-1-yl)phenyl)piperidin-4-yl)methyl)piperazin-1-yl)-1-oxoisoindolin-2-yl)piperidine-2,6-dione OC=1C=C2[C@@H](C[C@@H]([C@@H](C2=CC1)C1=CC=C(C=C1)N1CCC(CC1)CN1CCN(CC1)C=1C=C2CN(C(C2=CC1)=O)[C@@H]1C(NC(CC1)=O)=O)C1=CC=CC=C1)C